tert-butyl (R)-2-(tert-butyldimethylsilyloxy)-3-(3-(4-chloro-6-(3,5-dimethylisoxazol-4-yl)-5-methylpyrimidin-2-yl)phenoxy)propyl(methyl)carbamate [Si](C)(C)(C(C)(C)C)O[C@H](CN(C(OC(C)(C)C)=O)C)COC1=CC(=CC=C1)C1=NC(=C(C(=N1)Cl)C)C=1C(=NOC1C)C